C1(=CC=CC=C1)C1=NSC(=C1)NC(=O)N 3-phenyl-5-ureidoisothiazole